C(C)(=O)O.C(C)(=O)O.C(C)(=O)O.C(C)(=O)O.OC[C@H](O)[C@@H](O)[C@H](O)[C@H](O)CO D-sorbitol tetraacetate